FC1(CNCC1)F 3,3-difluoro-pyrrolidine